[Zn].CC=1NC=CN1 2-methyl-imidazole zinc salt